CN(C)C/C=C/1\CCC2=CC(=CC=C12)OC N,N-Dimethyl[(E)-2-(5-methoxy-1-indanylidene)ethyl]amine